CN1N=C2N=CC=CC2=C1 2-methyl-2H-pyrazolo[3,4-b]pyridin